C(C)OC1=C(C(=NC=C1)C)CO (4-ethoxy-2-methylpyridin-3-yl)methanol